The molecule is an arabidopside that is arabidopside A in which the hydrogen of the hydroxy group at position 6 of the beta-D-galactosyl moiety is replaced by an alpha-D-galactosyl group. It is an arabidopside, a beta-D-galactoside, a diester, a glycosylgalactose derivative and a glycoglycerolipid. CC/C=C\\CC1C(C=CC1=O)CCCCCCCC(=O)OC[C@H](CO[C@H]2[C@@H]([C@H]([C@H]([C@H](O2)CO[C@@H]3[C@@H]([C@H]([C@H]([C@H](O3)CO)O)O)O)O)O)O)OC(=O)CCCCCC4C=CC(=O)C4C/C=C\\CC